(5-chloro-2-oxo-1H-1,6-naphthyridin-3-yl)acetic acid ClC1=C2C=C(C(NC2=CC=N1)=O)CC(=O)O